N1(CC(C2=CC=CC=C12)C(=O)O)C(=O)O indoline-1,3-dicarboxylic acid